3-(2-(ethyl (isopropyl) amino) ethyl)-1H-indol-5-yl isobutyrate C(C(C)C)(=O)OC=1C=C2C(=CNC2=CC1)CCN(C(C)C)CC